FC1=CC=C(C=C1)NC(=O)C1(COC1)C1=CC=C(C=C1)C1C(CNCC1)C(C)(C)O N-(4-fluorophenyl)-3-(4-(3-(2-hydroxy-prop-2-yl)piperidin-4-yl)phenyl)oxetan-3-carboxamide